OC(CN(CCN(CC(C)O)CC(C)O)CC(C)O)C N,N,N',N'-Tetrakis(2-Hydroxypropyl)ethylenediamin